C1(CC1)CN1C2[C@@]3(CCC([C@H]4[C@]3(CC1)C1=C(O4)C(=CC=C1C2)CCCCCCCCCCCCCCCCOC(O)=O)=C)O carbonic acid (4aS,7aS,12bS)-3-(cyclopropylmethyl)-4a-hydroxy-7-methylene-2,3,4,4a,5,6,7,7a-octahydro-1H-4,12-methanobenzofuro[3,2-e]isoquinolin-9-ylhexadecyl ester